(S)-tert-butyl 4-(4-(2-amino-5-(3-fluoro-2-(methoxycarbonyl)phenoxy)pyridin-4-yl)phenyl)-2-methylpiperazine-1-carboxylate NC1=NC=C(C(=C1)C1=CC=C(C=C1)N1C[C@@H](N(CC1)C(=O)OC(C)(C)C)C)OC1=C(C(=CC=C1)F)C(=O)OC